C(C)(C)(C)N1N=CC(=C1F)C(=O)NC1=CC(=C(C=C1)C)C=1C=C(C=2N(C1)C(=C(N2)C)F)N2CCOCC2 1-(tert-butyl)-5-fluoro-N-(3-(3-fluoro-2-methyl-8-morpholinylimidazo[1,2-a]pyridin-6-yl)-4-methylphenyl)-1H-pyrazole-4-carboxamide